NC1=C(C=C(C=N1)NC(C(=O)N1C(CCC(C1)C)C1CNC(C1)=O)=O)C N-(6-amino-5-methylpyridin-3-yl)-2-(5-methyl-2-(5-oxopyrrolidin-3-yl)piperidin-1-yl)-2-oxoacetamide